perfluorooctyl-ethyl-trimethoxysilane FC(O[Si](OC(F)(F)F)(OC(F)(F)F)C(C(F)(F)F)(F)F)(C(C(C(C(C(C(C(C(F)(F)F)(F)F)(F)F)(F)F)(F)F)(F)F)(F)F)(F)F)F